5'-(1,2-dilauroyl-sn-glycero-3-phospho)-6-thio-guanosine C(CCCCCCCCCCC)(=O)OC[C@@H](OC(CCCCCCCCCCC)=O)COP(=O)(O)OC[C@@H]1[C@H]([C@H]([C@@H](O1)N1C=NC=2C(=S)NC(N)=NC12)O)O